ClC1=C2C(=NC=NC2=CC=C1NC(\C=C\CN(C)C)=O)NC1=C(C=CC(=C1)C=1OC=CC1)OC (E)-N-(5-chloro-4-((5-(furan-2-yl)-2-methoxyphenyl)amino)quinazolin-6-yl)-4-(dimethylamino)but-2-enamide